C(C)(C)(C)C1=C(C=C(C(=C1)C(C([2H])([2H])[2H])(C([2H])([2H])[2H])C([2H])([2H])[2H])O)N1C=C(C(C2=CC=CC=C12)=O)C(=O)N [2-tert-butyl-4-[1,1,1,3,3,3-hexadeuterio-2-(trideuteriomethyl)propan-2-yl]-5-hydroxyphenyl]-4-oxo-1H-quinoline-3-carboxamide